OC=1N(N=C2CCC(CC12)=O)C1=NC=CC=C1 3-hydroxy-2-pyridin-2-yl-2,4,6,7-tetrahydroindazol-5-one